(2-bromopyridin-3-yl)(2-fluorophenyl)methanone BrC1=NC=CC=C1C(=O)C1=C(C=CC=C1)F